N,N-diethylaminobenzoyl chloride C(C)N(CC)C1=C(C(=O)Cl)C=CC=C1